C1(CC1)N(C(=O)C1=NC(=CC(=C1)C(=O)N)[C@@H](C1=CC=CC=C1)O)C |r| (+/-)-N-cyclopropyl-6-(hydroxy(phenyl)methyl)-N-methylpyridine-2,4-dicarboxamide